3-(3-(4-Methoxyphenyl)propyl)-1,4,2-dioxazol-5-one COC1=CC=C(C=C1)CCCC1=NOC(O1)=O